BrCCCCCCN1C(C2=C(N(C(C2=C1C=1SC=CC1)=O)CCCCCCBr)C=1SC=CC1)=O 2,5-bis(6-bromohexyl)-3,6-di(thiophene-2-yl)-2,5-dihydropyrrolo[3,4-c]pyrrole-1,4-dione